8-(4-chloro-3-fluoro-2-methylphenyl)-9-(3-fluoro-4-((1-(3-fluoropropyl)azetidin-3-yl)methyl)phenyl)-6,7-dihydro-5H-benzo[7]annulene-3-carboxylic acid ClC1=C(C(=C(C=C1)C=1CCCC2=C(C1C1=CC(=C(C=C1)CC1CN(C1)CCCF)F)C=CC(=C2)C(=O)O)C)F